C(CCCCCCCCC)(=O)OCCCN decanoyloxypropylamine